C(C)(=O)C1=C(C=CC=C1)OC(=O)N1CCN(CC1)C(=S)SCC1=CC=C(C=C1)C(F)(F)F 2-acetylphenyl-4-(((4-(trifluoromethyl)benzyl)thio)carbonothioyl)piperazine-1-carboxylate